C(C1=CC=CC=C1)(=O)C1=C(C(=O)OC)C=CC=C1 methyl 2-benzoylbenzoate